C(C)OC(=O)C=1C=C(C=CC1)[N+]#N 3-ethoxycarbonylbenzenediazonium